C(CCCCCCC)C(CN1C=C2C=CC3=CN(C=C4C3=C2C(=C1)C=C4)CC(CCCCCCCCCC)CCCCCCCC)CCCCCCCCCC 2,7-bis(2-octyldodecyl)benzo(lmn)(3,8)phenanthroline